FC(C1=NN(C(=C1C)C)C1=NC(=CC=C1C(C)O)N1C=NC2=C1C=CC(=C2)NC=2N=NC(=CC2)C)F 1-[2-[3-(difluorometh-yl)-4,5-dimethyl-pyrazol-1-yl]-6-[5-[(6-methylpyridazin-3-yl)-amino]benzimidazol-1-yl]-3-pyridyl]ethanol